OC(=O)C(F)(F)F.[C@H]12N(CC[C@@H]2NC1)C(C)=O 1-[(1S,5S)-2,6-diazabicyclo[3.2.0]hept-2-yl]ethan-1-one TFA salt